[I-].[I-].C[SiH](C)[Zr+2](C1C(=CC2=CC=CC=C12)CC)C1C(=CC2=CC=CC=C12)CC dimethylsilyl-bis(ethylindenyl)zirconium diiodide